CN1CCC(CC1)CN1C=NC2=C1C=NC(=C2C2=CC=C(C#N)C=C2)C2=CC=C(C#N)C=C2 4,4'-(3-((1-methylpiperidin-4-yl)methyl)-3H-imidazo[4,5-c]pyridine-6,7-diyl)dibenzonitrile